TERT-BUTYL 4-CHLORO-3-FORMYLPYRIDIN-2-YLCARBAMATE ClC1=C(C(=NC=C1)NC(OC(C)(C)C)=O)C=O